N-(1-methyl-1H-indazole-4-carbonyl)-O-(trans-3-(2-(5,6,7,8-tetrahydro-1,8-naphthyridin-2-yl)ethyl)cyclobutyl)homoserine CN1N=CC=2C(=CC=CC12)C(=O)N[C@@H](CCO[C@@H]1C[C@H](C1)CCC1=NC=2NCCCC2C=C1)C(=O)O